N=1C=NN2C1C=C(C=C2)OC2=C(C=C(C=C2)NC2=NC=NN1C2=C(C=C1)C1CCN(CC1)C(\C=C\CN1CC(CC1)F)=O)C (E)-1-(4-(4-((4-([1,2,4]triazolo[1,5-a]pyridin-7-yloxy)-3-methylphenyl)amino)pyrrolo[2,1-f][1,2,4]triazin-5-yl)piperidin-1-yl)-4-(3-fluoropyrrolidin-1-yl)but-2-en-1-one